FC1([C@H](C1)C(=O)NC1=NC=C2C=C(C=NC2=C1)C=1C=NC(=CC1C)C(CC=C)O)F (R)-2,2-difluoro-N-(3-(6-(1-hydroxybut-3-en-1-yl)-4-methylpyridin-3-yl)-1,6-naphthyridin-7-yl)cyclopropane-1-carboxamide